2-[4-[2-[(4-chlorobenzoyl)amino]ethyl]phenoxy]-2-methyl-propionic acid ClC1=CC=C(C(=O)NCCC2=CC=C(OC(C(=O)O)(C)C)C=C2)C=C1